CN(C)C1=C(C(=O)N)C=C(C=C1F)F (dimethylamino)-3,5-difluorobenzamide